[Rh].[Ru].NC1=CC=C(C=C1)C=1C(=C(N(N1)C)NC(C1=CC=C(C=C1)OC(F)(F)F)=O)C#N N-[5-(4-aminophenyl)-4-cyano-2-methyl-pyrazol-3-yl]-4-(trifluoromethoxy)benzamide Ruthenium-Rhodium